ClC1=C(C=CC(=C1)Cl)C=1N=C(NC1C)C1=CC(=C(C=C1)OC)OC 4-(2,4-Dichlorophenyl)-2-(3,4-dimethoxyphenyl)-5-methylimidazole